(2S)-3-amino-1,1,1-trifluoro-2-methyl-propan-2-ol NC[C@@](C(F)(F)F)(O)C